O1C=CC(C2=CC=CC=C12)=O 4H-chromone